ClC1=CC=C2C(=C(N(C2=C1F)C=1C=NN(C1)CCCC(=O)N(C)C)C1CC1)SC1=CC=CC(=N1)C(=O)O 6-((6-chloro-2-cyclopropyl-1-(1-(4-(dimethylamino)-4-oxobutyl)-1H-pyrazol-4-yl)-7-fluoro-1H-indol-3-yl)thio)picolinic acid